benzyl 6-oxo-5-azaspiro[2.5]octane-5-carboxylate O=C1N(CC2(CC2)CC1)C(=O)OCC1=CC=CC=C1